5-(2-fluoro-6-methoxyphenyl)-3-(2-(4-methylpiperazin-1-yl)thiazol-5-yl)-1H-pyrazolo[4,3-c]pyridazin-6(5H)-one FC1=C(C(=CC=C1)OC)N1N=C2C(=CC1=O)NN=C2C2=CN=C(S2)N2CCN(CC2)C